(R)-N-(2,4-Dimethoxybenzyl)-4-(3-((2-(dimethylamino)ethyl)(methyl)amino)-3-(3-(trifluoromethyl)phenethyl)piperidin-1-yl)-2-fluoro-N-(pyrimidin-4-yl)benzene-sulfonamide COC1=C(CN(S(=O)(=O)C2=C(C=C(C=C2)N2C[C@](CCC2)(CCC2=CC(=CC=C2)C(F)(F)F)N(C)CCN(C)C)F)C2=NC=NC=C2)C=CC(=C1)OC